C(=C)N1C(CCC1)=O N-vinyl-pyrrolidin-2-one